C(C)(C)(C)OC(=O)N[C@@H](CC(=O)OC(C)(C)C)C(=O)NC=1C=C2CC(CC2=C(C1)F)C=O tert-Butyl (3S)-3-(tert-butoxycarbonylamino)-4-[(7-fluoro-2-formyl-indan-5-yl)amino]-4-oxo-butanoate